2-(1-methyl-1H-pyrazol-3-yl)-7-morpholino-5-(3-phenyl-1H-pyrazol-1-yl)furo[3,2-b]pyridine CN1N=C(C=C1)C1=CC2=NC(=CC(=C2O1)N1CCOCC1)N1N=C(C=C1)C1=CC=CC=C1